di[2-(2-ethylbutoxy)ethyl] sebacate C(CCCCCCCCC(=O)OCCOCC(CC)CC)(=O)OCCOCC(CC)CC